(2s,4r)-4-fluoro-4-(methoxymethyl)-1-((4-phenoxybenzoyl)glycyl)pyrrolidine-2-carboxylic acid F[C@@]1(C[C@H](N(C1)C(CNC(C1=CC=C(C=C1)OC1=CC=CC=C1)=O)=O)C(=O)O)COC